(5-((4-chlorophenoxy)methyl)-1,3,4-thiadiazol-2-yl)-4-(2-fluoro-6-methoxyphenyl)-6-methylnicotinamide ClC1=CC=C(OCC2=NN=C(S2)C2=C(C(=O)N)C(=CC(=N2)C)C2=C(C=CC=C2OC)F)C=C1